NC=1C(=NN(C1)C)C=1C=C(C(=O)OCC)C=CC1Cl ethyl 3-(4-amino-1-methyl-1H-pyrazol-3-yl)-4-chlorobenzoate